N-(6-(2-((4-(6-((4-hydroxy-1-(3-phenylbutanoyl)piperidin-4-yl)methyl)-2-methyl-7-oxo-6,7-dihydro-2H-pyrazolo[4,3-d]pyrimidin-3-yl)benzyl)amino)acetamido)hexyl)acetamide OC1(CCN(CC1)C(CC(C)C1=CC=CC=C1)=O)CN1C=NC=2C(C1=O)=NN(C2C2=CC=C(CNCC(=O)NCCCCCCNC(C)=O)C=C2)C